[C@@H]1([C@@H](CCCC1)C(=O)O)C(=O)O (1R,2R)-cyclohexane-1,2-dicarboxylic acid